(E)-4-(3-(3-fluorophenoxy)-3-oxoprop-1-en-1-yl)-1,2-phenylene diacetate C(C)(=O)OC1=C(C=C(C=C1)\C=C\C(=O)OC1=CC(=CC=C1)F)OC(C)=O